O=C1NC(CCC1N1C(C2=CC=C(C=C2C1=O)N(C1C(C2=CC=CC=C2C1)NC)C)=O)=O 2-(2,6-dioxopiperidin-3-yl)-5-(methyl-(1-(methylamino)-2,3-dihydro-1H-inden-2-yl)amino)isoindoline-1,3-dione